di(tolyl) ketone C=1(C(=CC=CC1)C(=O)C1=C(C=CC=C1)C)C